isopentene diphosphate OP(O)(=O)OP(=O)(O)O.C=CC(C)C